C(C(=C)C)(=O)OCCC[Si](O[Si](C)(C)C)(O[Si](C)(C)C)O[Si](C)(C)C methacryloxypropyl-tris(trimethyl-siloxy)silane